COC1=CC=C(C(=O)C)C=C1 4-methoxy-α-methylbenzaldehyde